2-(trifluoromethyl)thiazol-5-amine FC(C=1SC(=CN1)N)(F)F